[N-](S(=O)(=O)C(F)(F)F)S(=O)(=O)C(F)(F)F.C1(=CC=CC=C1)N1CC=CC=C1 1-phenylpyridine bis(trifluoromethylsulfonyl)imide salt